2-Ethyl-ethoxypropionate C(C)CCOC(C(=O)[O-])C